(R and S)-3-(4-bromophenyl)-5-methyloxazolidin-2-one BrC1=CC=C(C=C1)N1C(O[C@@H](C1)C)=O |r|